2-((2S,3R)-3-((tert-butyldimethylsilyl)oxy)-3-(3,5-dimethoxy-4-methylphenyl)-2-isobutoxypropyl)-6-methylbenzo[d]thiazole-4-carboxylic acid ethyl ester C(C)OC(=O)C=1C=C(C=C2C1N=C(S2)C[C@@H]([C@@H](C2=CC(=C(C(=C2)OC)C)OC)O[Si](C)(C)C(C)(C)C)OCC(C)C)C